6-(2-chlorophenyl)-2-{[4-(3-oxo-2,3-dihydro-1H-indazol-7-yl)phenyl]amino}imidazo[1,2-a]pyrimido[5,4-e]pyrimidin-5(6H)-one ClC1=C(C=CC=C1)N1C=2N(C3=C(C1=O)C=NC(=N3)NC3=CC=C(C=C3)C=3C=CC=C1C(NNC31)=O)C=CN2